ClC=1SC(=CN1)CNC(=O)C=1C=NC(=C(C1)C)N1CC=2C=CC=NC2CC1 N-[(2-chlorothiazol-5-yl)methyl]-6-(7,8-dihydro-5H-1,6-naphthyridin-6-yl)-5-methyl-pyridine-3-carboxamide